tert-Butyl N-[2-[(2S)-2-(tert-butoxycarbonylamino)-1-fluoro-propyl]-3,5-dichloro-thieno[3,2-b]pyridin-7-yl]-N-(2-thienylmethyl)carbamate C(C)(C)(C)OC(=O)N[C@H](C(F)C1=C(C2=NC(=CC(=C2S1)N(C(OC(C)(C)C)=O)CC=1SC=CC1)Cl)Cl)C